2-methyl-2-{5-[(3-{5-[({1-[2-(oxan-4-yl)acetyl]piperidin-4-yl}amino)-methyl]-1-(2,2,2-trifluoroethyl)-1H-indol-2-yl}prop-2-yn-1-yl)amino]-pyridin-2-yl}propanenitrile CC(C#N)(C)C1=NC=C(C=C1)NCC#CC=1N(C2=CC=C(C=C2C1)CNC1CCN(CC1)C(CC1CCOCC1)=O)CC(F)(F)F